C(C)(C)(C)OC(=O)NCC(=O)N[C@@H](C(C)C)C(=O)N[C@H](CCC(=O)OCC)C(=O)OCC1=CC=CC=C1 1-benzyl 5-ethyl (tert-butoxycarbonyl)glycyl-L-valyl-D-glutamate